C(C)(C)(C)OC(=O)N(CCC(=O)NCCCNC1=NC2=C(C3=CN=CC=C13)C=CC(=C2)C(=O)O)CC2=CC(=C(C=C2)C2=CC=CC=C2)Cl 5-((3-(3-((tert-Butoxycarbonyl)((2-chloro-[1,1'-biphenyl]-4-yl)methyl)amino)propanamido)propyl)amino)benzo[c][2,6]naphthyridine-8-carboxylic acid